BrCCCCCCOC1=CC(=C(C=O)C(=C1)F)F 4-((6-bromohexyl)oxy)-2,6-difluorobenzaldehyde